CN1N=CC2=CC=C(C=C12)S(=O)(=O)C1=CC=C(C=C1)CNC(=O)C=1C=CC=2N(C1)C=CN2 N-{[4-(1-methyl-1H-indazole-6-sulfonyl)phenyl]methyl}imidazo[1,2-a]pyridine-6-carboxamide